pyrido[2,1-c][1,2,4]triazin-7-amine N=1N=CCN2C1C=CC(=C2)N